6-(4-(4-(3-carbamoyl-5-methyl-1H-pyrazol-1-yl)benzyl)phenyl)-N-(2-hydroxy-2-methylpropyl)nicotinamide C(N)(=O)C1=NN(C(=C1)C)C1=CC=C(CC2=CC=C(C=C2)C2=NC=C(C(=O)NCC(C)(C)O)C=C2)C=C1